CC=1C(=NC(=NC1)NC1=CC2=C(N(C(CCC2)=O)C)C=C1)NN1C(OC2=C1C=CC=C2)=O (5-methyl-2-(1-methyl-2-oxo-2,3,4,5-tetrahydro-1H-benzo[b]azepin-7-ylamino)pyrimidin-4-ylamino)benzo[d]oxazol-2(3H)-one